4-[2-[2-(8-chloro-4-oxo-chromen-2-yl)-5-(trifluoromethyl)phenoxy]ethyl]morpholine-2-carboxylic acid ClC=1C=CC=C2C(C=C(OC12)C1=C(OCCN2CC(OCC2)C(=O)O)C=C(C=C1)C(F)(F)F)=O